edetate trisodium salt [Na+].[Na+].[Na+].C(N(CC(=O)[O-])CC(=O)O)CN(CC(=O)[O-])CC(=O)[O-]